FC1=C(C=CC=C1CN1C(OC2=C(C1C)C=CC(=C2F)OC=2N=NC=CC2)=O)NC(OC(C)(C)C)=O tert-butyl N-(2-fluoro-3-{[8-fluoro-4-methyl-2-oxo-7-(pyridazin-3-yloxy)-3,4-dihydro-2H-1,3-benzoxazin-3-yl]methyl}phenyl)carbamate